CCC(C)[C@@H](C(=O)N[C@@H](C(C)C)C(=O)N[C@@H](C(C)O)C(=O)N1CCC[C@H]1C(=O)N[C@@H](CCCNC(=N)N)C(=O)N[C@@H](C(C)O)C(=O)N2CCC[C@H]2C(=O)O)NC(=O)[C@H](CC(=O)N)NC(=O)[C@H](CCCCN)NC(=O)[C@H](CC3=CC=CC=C3)NC(=O)[C@H](CC4=CC=CC=C4)NC(=O)[C@H](CC5=CNC=N5)NC(=O)[C@H](C(C)C)NC(=O)[C@H](C)NC(=O)[C@@H]6CCCN6C(=O)[C@H](CC(=O)N)NC(=O)[C@H](CCC(=O)N)NC(=O)CNC(=O)[C@H](CCCCN)NC(=O)CNC(=O)[C@H](CCCCN)NC(=O)CNC(=O)[C@H](CCCCN)NC(=O)CNC(=O)[C@H](CCCCN)NC(=O)CNC(=O)[C@H](CCCCN)N The molecule is a linear 27-membered polypeptide comprising the sequence Lys-Gly-Lys-Gly-Lys-Gly-Lys-Gly-Lys-Gly-Glu-Asn-Pro-Ala-Val-His-Phe-Phe-Lys-Asn-Ile-Val-Thr-Pro-Arg-Thr-Pro. Corresponds to the sequence of the myelin basic protein 83-99 (MBP83-99) immunodominant epitope with the valyl residue at position 86 replaced by alanyl [MBP83-99(A(86))] and with an (L-lysylglycyl)5 [(KG5)] linker attached to the glutamine(83) (E(83)) residue.